4-methyl-1-(1-tosyl-1H-indol-5-yl)pentan-1-one 2,2,3,3-tetrafluoropropyl-methacrylate FC(COC(C(=C)C)=O)(C(F)F)F.CC(CCC(=O)C=1C=C2C=CN(C2=CC1)S(=O)(=O)C1=CC=C(C)C=C1)C